S(=O)(=O)(O)CCCOCC(CO)(CC)COCCCS(=O)(=O)O 2,2-bis(3-sulfopropoxymethyl)butan-1-ol